CO[C@@H]1[C@@H](CCC1)N1C=C(C=C1)C(=O)OC methyl 1-[(1R,2S)-2-methoxycyclopentyl]pyrrole-3-carboxylate